C1(=CC=CC2=CC=CC=C12)C1=CC=C(O1)C=C1C(C2=C(S1)C=CC=C2)=O 2-[[5-(1-Naphthalenyl)-2-furanyl]methylene]benzo[b]thiophen-3(2H)-one